ClC=1C(=NC(=NC1)NC1=CC=C(C=C1)OCCN1CCOCC1)N1C=CC2=CC(=CC=C12)NC(C=C)=O N-[1-[5-chloro-2-[4-(2-morpholinoethoxy)anilino]pyrimidin-4-yl]indol-5-yl]prop-2-enamide